C(C)(=O)N(N(C(=O)C1=CC=2C3=C(C(=NC2C=C1)N)SN=C3)CC3=NC=C(C=C3)C(F)(F)F)C N'-acetyl-4-amino-N'-methyl-N-((5-(trifluoromethyl)pyridin-2-yl)methyl)isothiazolo[5,4-c]quinoline-8-carbohydrazide